ClC1=CC(=C(C=C1)CNC)[N+](=O)[O-] 1-(4-chloro-2-nitrophenyl)-N-methylmethylamine